C1(CC1)C=1C=NN2C1N=C(C=C2)C2=CNC=1N=C(N=CC12)N[C@@H]1CC[C@@H](CC1)OCC 5-(3-cyclopropylpyrazolo[1,5-a]pyrimidin-5-yl)-N-(cis-4-ethoxycyclohexyl)-7H-pyrrolo[2,3-d]pyrimidin-2-amine